ClCC=1N(C2=C(N1)SC(=C2)C(=O)OCC)CC=2N(C=CN2)CC Ethyl 2-(chloromethyl)-1-((1-ethyl-1H-imidazol-2-yl) methyl)-1H-thieno[2,3-d]imidazole-5-carboxylate